[C@H]12N(C[C@H](NC1)C2)C2=C(C=CC=C2C#N)NC(=O)C2=NC(=NC=C2)C2=C(C=CC=C2OC)F N-(2-((1r,4r)-2,5-diazabicyclo[2.2.1]hept-2-yl)-3-cyanophenyl)-2-(2-fluoro-6-methoxyphenyl)pyrimidine-4-carboxamide